8-((2-chloropyrimidin-5-yl)methyl)-3-(3,5-difluorophenyl)pyrido[2,3-d]pyrimidine-2,4(3H,8H)-dione ClC1=NC=C(C=N1)CN1C=CC=C2C1=NC(N(C2=O)C2=CC(=CC(=C2)F)F)=O